FC1=CC=C2C=CC=C(C2=C1F)B1OC(C(O1)(C)C)(C)C 2-(7,8-difluoro-1-naphthyl)-4,4,5,5-tetramethyl-1,3,2-dioxaborolane